BrC1=CC=CC=2N=C(SC21)N 7-bromobenzo[d]thiazol-2-amine